[Na].N1=C(N)N=C(N)N=C1N (melamine) sodium salt